NC1CCCC=2C(=CN=CC12)C=1C=C2CCC(N(C2=CC1)C)=O 6-(8-amino-5,6,7,8-tetrahydroisoquinoline-4-yl)-1-methyl-3,4-dihydroquinolin-2(1H)-one